CC=1C=C(C=NC1N1CCNCC1)CC=1N=C2C(=NC(=NN2C1)OC(CC)CC)N ((5-methyl-6-(piperazin-1-yl)pyridin-3-yl)methyl)-2-(pentan-3-yloxy)imidazo[2,1-f][1,2,4]triazin-4-amine